(5S,9S)-9-fluoro-5,8,8-trimethyl-5-[3-[3-(2,2,2-trifluoroethyl)-4-pyridyl]phenyl]-9,10-dihydro-7H-benzo[b][1,8]naphthyridin-6-one F[C@H]1C(CC(C2=C1NC=1N=CC=CC1[C@@]2(C2=CC(=CC=C2)C2=C(C=NC=C2)CC(F)(F)F)C)=O)(C)C